1-benzofuran-2-carboxylic acid tert-butyl ester C(C)(C)(C)OC(=O)C=1OC2=C(C1)C=CC=C2